C1(CCCCC1)C=1OCCN1 2-(cyclohexyl)oxazoline